(S)-3-aminopyrrolidin-2-one N[C@@H]1C(NCC1)=O